trans-5-(3,4-dihydroisoquinolin-2(1H)-yl)-1-(6-((3-fluorophenyl)amino)pyrimidine-4-yl)azepan-4-ol C1N(CCC2=CC=CC=C12)[C@H]1[C@@H](CCN(CC1)C1=NC=NC(=C1)NC1=CC(=CC=C1)F)O